CC(=C(C(=O)[O-])C)CC.C(C(=C)C)(=O)C[N+](C)(C)CC methacryloylethyl-trimethylammonium methylethyl-methacrylate